C(CCCCC)OC1=CNC=C1OCCCCCC 3,4-dihexyloxypyrrole